(2R,4R)-6-chloro-N-{3-[4-(5-cyclopropylpyridin-2-yl)-1H-pyrazol-1-yl]bicyclo[1.1.1]pentan-1-yl}-7-fluoro-4-hydroxy-3,4-dihydro-2H-1-benzopyran-2-carboxamide ClC=1C(=CC2=C([C@@H](C[C@@H](O2)C(=O)NC23CC(C2)(C3)N3N=CC(=C3)C3=NC=C(C=C3)C3CC3)O)C1)F